1-(6-(3,4-difluorophenoxy)pyridin-3-yl)ethan-1-one FC=1C=C(OC2=CC=C(C=N2)C(C)=O)C=CC1F